C(CCCCCCCCCCCC)N1C2=NCCCN2CCC1 7-tridecyl-1,5,7-triazabicyclo[4.4.0]dec-5-ene